C1(CCC1)N[C@H]1CN(CC1)C=1N=NC(=CC1)C1=C(C=C(C=C1)C1=CN=NC(=C1)OC)OCOC (3R)-N-cyclobutyl-1-{6-[2-(methoxymethoxy)-4-(6-methoxypyridazin-4-yl)phenyl]pyridazin-3-yl}pyrrolidin-3-amine